6-(6-(4-((5-(2-(2,6-dioxopiperidin-3-yl)-1,3-dioxoisoindoline-5-yl)-2,5-diazabicyclo[2.2.2]octane-2-yl)methyl)piperidin-1-yl)pyridazin-3-yl)-1-oxoisoindoline O=C1NC(CCC1N1C(C2=CC=C(C=C2C1=O)N1C2CN(C(C1)CC2)CC2CCN(CC2)C2=CC=C(N=N2)C2=CC=C1CNC(C1=C2)=O)=O)=O